N-{[5-(cyanomethyl)-6-(5-methoxy-2-pyrazinyl)-2-indolyl]methyl}acetamide C(#N)CC=1C=C2C=C(NC2=CC1C1=NC=C(N=C1)OC)CNC(C)=O